C(C)OP(OCC)=O.C(C)N1CN(C=C1)CCCCCCCCCCCC L-1-ethyl-3-dodecyl-imidazole diethyl-phosphonate